7-((2-Hydroxyethyl)(8-oxo-8-(pentadecan-7-yloxy)octyl)amino)heptyl 2-hexyldecanoate C(CCCCC)C(C(=O)OCCCCCCCN(CCCCCCCC(OC(CCCCCC)CCCCCCCC)=O)CCO)CCCCCCCC